FC(C1CCC(CC1)C1N(CCC(C1)C(=O)N)C(=O)C1=NNC(=C1)C1=CC(=NC=C1)OC)F ((1r,4r)-4-(difluoromethyl)cyclohexyl)-1-(5-(2-methoxypyridin-4-yl)-1H-pyrazole-3-carbonyl)piperidine-4-carboxamide